(5-cyano-1-methyl-1H-pyrrol-2-yl)propionic acid ethyl ester C(C)OC(C(C)C=1N(C(=CC1)C#N)C)=O